5-chloro-2-(4-chlorobenzyl)-3(2H)-isothiazolone ClC1=CC(N(S1)CC1=CC=C(C=C1)Cl)=O